4-bromo-4'-(diphenyl-amino)biphenyl BrC1=CC=C(C=C1)C1=CC=C(C=C1)N(C1=CC=CC=C1)C1=CC=CC=C1